3-((1H-pyrrolo[2,3-b]pyridin-5-yl)oxy)-4'-((S)-2-(2-ethylphenyl)pyrrolidin-1-yl)-2',3',4',5'-tetrahydro-[1,1'-biphenyl]-4-carboxylic acid N1C=CC=2C1=NC=C(C2)OC=2C=C(C=CC2C(=O)O)C=2CCC(CC2)N2[C@@H](CCC2)C2=C(C=CC=C2)CC